2-((2-(trans-4-hydroxycyclohexyl)-6-ethoxy-2H-indazol-5-yl)carbamoyl)-6-methylpyridine 1-oxide O[C@@H]1CC[C@H](CC1)N1N=C2C=C(C(=CC2=C1)NC(=O)C1=[N+](C(=CC=C1)C)[O-])OCC